4-[ethoxy(methyl)phosphono]-L-homoalanine ethyl ester hydrochloride Cl.C(C)OC([C@@H](N)CCP(=O)(OC)OOCC)=O